2-(dichloromethyl)-7-fluoroimidazo[1,2-a]pyridine ClC(C=1N=C2N(C=CC(=C2)F)C1)Cl